FC1=CC=C(CN2CCC(CC2)\C=C/2\C(C3=CC=C(C=C3C2)C=2CCNCC2)=O)C=C1 (E)-2-((1-(4-fluorobenzyl)piperidin-4-yl)methylene)-5-(1,2,3,6-tetrahydropyridin-4-yl)-2,3-dihydro-1H-inden-1-one